(R)-(2-((1-((1,4-oxazepan-4-yl)methyl)cyclopropyl)methoxy)-4-(2-methylazepan-1-yl)-5,7-dihydro-6H-pyrrolo[3,4-d]pyrimidin-6-yl)(3-hydroxy-8-iodonaphthalen-1-yl)methanone O1CCN(CCC1)CC1(CC1)COC=1N=C(C2=C(N1)CN(C2)C(=O)C2=CC(=CC1=CC=CC(=C21)I)O)N2[C@@H](CCCCC2)C